1,3-dibromo-2-propanol BrCC(CBr)O